BrC1=CC=C(C=C1)C(C)(C)C=1N=C(SC1)NC(C1=CN=C(C=C1)CN1CCN(CC1)CCO)=O N-(4-(2-(4-bromophenyl)propan-2-yl)thiazol-2-yl)-6-((4-(2-hydroxyethyl)piperazin-1-yl)methyl)nicotinamide